Trans-Ethyl 2-(4-((3-(1-(tert-butyl)-1H-pyrazol-4-yl)phenyl)((4-(6-(dimethylamino)pyridin-3-yl)bicyclo[2.2.2]octan-1-yl)methyl)carbamoyl)cyclohexyl)acetate C(C)(C)(C)N1N=CC(=C1)C=1C=C(C=CC1)N(C(=O)[C@@H]1CC[C@H](CC1)CC(=O)OCC)CC12CCC(CC1)(CC2)C=2C=NC(=CC2)N(C)C